(E)-3-Phenyl-N-(2-pyridyl)-N-tetrahydrothiophen-3-yl-prop-2-enamide C1(=CC=CC=C1)/C=C/C(=O)N(C1CSCC1)C1=NC=CC=C1